C1(=CC=CC=C1)[C@@H]1NCCC1 (R)-2-phenylpyrrolidine